6-oxo-1H-pyridazine-5-carbonitrile O=C1C(=CC=NN1)C#N